OC(=O)C(F)(F)F.C1(=CC(=CC=C1)C1=NOC(=N1)C1NCCC1)C1=CC=CC=C1 3-([1,1'-biphenyl]-3-yl)-5-(pyrrolidin-2-yl)-1,2,4-oxadiazole TFA salt